C(=O)C1=C(C=CC=C1)C1=CC(=CC=C1)C(=O)O 2'-FORMYL-BIPHENYL-3-CARBOXYLIC ACID